1-Nonanoyl-2-hydroxy-sn-glycero-3-phosphorylcholine C(CCCCCCCC)(=O)OC[C@@H](OO)COP(=O)(O)OCC[N+](C)(C)C